4-(4-fluoro-2-(piperidin-4-yl)phenyl)tetrahydro-2H-pyran-4-ol hydrochloride Cl.FC1=CC(=C(C=C1)C1(CCOCC1)O)C1CCNCC1